1-Benzyl 2-methyl (2S)-5-methoxypyrrolidine-1,2-dicarboxylate COC1CC[C@H](N1C(=O)OCC1=CC=CC=C1)C(=O)OC